(2R,3R,4S)-2-[2-chloro-6-[[(1R)-4-chloroindan-1-yl]amino]purin-9-yl]tetrahydrothiophene-3,4-diol ClC1=NC(=C2N=CN(C2=N1)[C@@H]1SC[C@H]([C@H]1O)O)N[C@@H]1CCC2=C(C=CC=C12)Cl